1-(5-Chloropyridin-2-yl)-N-[3-(4-ethyl-5-fluoro-6-oxo-1,6-dihydropyrimidin-2-yl)-2-fluoro-4-(trifluoromethyl)benzyl]piperidine-4-carboxamide ClC=1C=CC(=NC1)N1CCC(CC1)C(=O)NCC1=C(C(=C(C=C1)C(F)(F)F)C=1NC(C(=C(N1)CC)F)=O)F